(S)-5-((4-((2-hydroxy-1-phenylethyl)amino)-5-(1,2,4-oxadiazol-5-yl)pyridin-2-yl)amino)-3,3-dimethyl-2-propylisoindolin-1-one OC[C@H](C1=CC=CC=C1)NC1=CC(=NC=C1C1=NC=NO1)NC=1C=C2C(N(C(C2=CC1)=O)CCC)(C)C